5-(3,4-Dihydroxybenzyl)-2-thioxodihydropyrimidine-4,6(1H,5H)-dione OC=1C=C(CC2C(NC(NC2=O)=S)=O)C=CC1O